tert-Butyl (7S)-2,7-dimethyl-3-oxo-2,3,3a,4,5,7-hexahydro-6H-pyrazolo[3,4-c]pyridine-6-carboxylate CN1N=C2[C@@H](N(CCC2C1=O)C(=O)OC(C)(C)C)C